1-(2-naphthyl)prop-2-yn-1-ol C1=C(C=CC2=CC=CC=C12)C(C#C)O